ClC=1C=C2C(N3C(=NC2=CC1Cl)[C@@H]1CCCN([C@H]1CC3)C)=O (4aS,13bR)-10,11-dichloro-4-methyl-1,2,3,4,4a,5,6,13b-octahydro-8H-[1,6]naphthyridino[5,6-b]quinazolin-8-one